2-methyl-1-(4-(1-methylvinyl)phenyl)propan-1-one CC(C(=O)C1=CC=C(C=C1)C(=C)C)C